N-((S)-2-cyano-1-(4-(ethylsulfonyl)phenyl)ethyl)-4-((2S,4R)-2-((difluoromethoxy)methyl)-4-hydroxypyrrolidin-1-yl)benzamide C(#N)C[C@@H](C1=CC=C(C=C1)S(=O)(=O)CC)NC(C1=CC=C(C=C1)N1[C@@H](C[C@H](C1)O)COC(F)F)=O